N1(CCC1)S(=O)(=O)C1CCC(CC1)C(=O)O 4-(Azetidin-1-ylsulfonyl)cyclohexanecarboxylic Acid